C(C#CC)N1CC(C1)OC(=O)N1C2CC(CC1CC2)NC2=NC(=NC=1N2N=CC1C(C)C)NC1CCOCC1 3-((8-isopropyl-2-((tetrahydro-2H-pyran-4-yl)amino)pyrazolo[1,5-a][1,3,5]triazine-4-yl)amino)-8-azabicyclo[3.2.1]octane-8-carboxylic acid 1-(but-2-ynyl)azetidin-3-yl ester